2-(4-butylphenyl)-5-phenylfuran C(CCC)C1=CC=C(C=C1)C=1OC(=CC1)C1=CC=CC=C1